N-((2S,3S)-2-((3'-chlorobiphenyl-3-yl)methyl)-1-(2-hydroxy-2-methylpropanoyl)pyrrolidin-3-yl)ethanesulfonamide ClC=1C=C(C=CC1)C1=CC(=CC=C1)C[C@@H]1N(CC[C@@H]1NS(=O)(=O)CC)C(C(C)(C)O)=O